5-(benzyloxy)-7-methylbicyclo[4.2.0]oct-1,3,5-triene-7-carbonitrile C(C1=CC=CC=C1)OC=1C=CC=C2CC(C12)(C#N)C